N1(N=CC=C1)[C@@H](C(=O)O)C (R)-2-(1H-pyrazol-1-yl)propionic acid